(methylamino)-1H-indazol CNN1N=CC2=CC=CC=C12